3-amino-3-{[1-(cyclopentyloxy)-3-methoxy-1,3-dioxopropan-2-yl]carbamoyl}propanoic acid NC(CC(=O)O)C(NC(C(=O)OC1CCCC1)C(=O)OC)=O